[N+](#[C-])C1=C(C=C)C=CC=C1 2-isocyanostyrene